{3-[({1H-pyrrolo[2,3-b]pyridin-5-yl}methyl)amino]pyrido[2,3-b]pyrazin-6-yl}piperidin-4-ol N1C=CC=2C1=NC=C(C2)CNC2=CN=C1C(=N2)N=C(C=C1)N1CCC(CC1)O